[O-]S(=O)(=O)C(F)(F)F.C(CCCCCCC)[NH+]1CCC(CC1)CC 1-Octyl-4-ethylpiperidinium triflat